BrC=1C=C(CNC2COC(CN2)C2=CC=CC=C2C(=O)NCC2CC2)C=CC1OC 5-((3-bromo-4-methoxybenzyl)amino)-N-(cyclopropylmethyl)-2-morpholinebenzamide